1-ethyl-1H-pyrrolo[3,2-b]pyridine-2-formaldehyde C(C)N1C(=CC2=NC=CC=C21)C=O